C1(CC1)NC1CCN(CC1)C1=C2C=NC(=NC2=C(C=C1)C(=O)NC=1C=C(C=2N(C1)C=C(N2)C)OC2=CC=CC=C2)OC 5-[4-(cyclopropylamino)-1-piperidyl]-2-methoxy-N-(2-methyl-8-phenoxy-imidazo[1,2-a]pyridin-6-yl)quinazoline-8-carboxamide